4-(2-fluoro-4-nitrophenyl)piperazine-1-carboxylic acid tert-butyl ester C(C)(C)(C)OC(=O)N1CCN(CC1)C1=C(C=C(C=C1)[N+](=O)[O-])F